1-((1-(3-cyano-2-methylphenyl)ethyl)amino)-N,4-dimethyl-7-(methylamino)-N-(tetrahydro-2H-pyran-4-yl)phthalazine-6-carboxamide C(#N)C=1C(=C(C=CC1)C(C)NC1=NN=C(C2=CC(=C(C=C12)NC)C(=O)N(C1CCOCC1)C)C)C